O1C[C@H](CC1)OC=1C=C2C=NNC(C2=CC1)=O 6-(((S)-tetrahydrofurane-3-yl)oxy)phthalazin-1(2H)-one